CN1N=CC=2C=NC(=CC21)C2=C1CN(C(C1=CC=C2)=O)CC(C#N)=C 2-[(4-{1-methyl-1H-pyrazolo[4,3-c]pyridin-6-yl}-1-oxo-2,3-dihydro-1H-isoindol-2-yl)methyl]prop-2-enenitrile